CN(C=1SC(=CN1)/C=C/C=C/C=1SC[C@@H](N1)C(=O)O)C (S)-2-((1E,3E)-4-(2-(dimethylamino)thiazol-5-yl)but-1,3-dien-1-yl)-4,5-dihydrothiazol-4-carboxylic acid